ClC=1C=C(C=CC1Cl)C1=C(C=CC(=C1)F)NC(=O)C=1C(=NN(C1)C)C(F)(F)F N-(3',4'-dichloro-5-fluorobiphenyl-2-yl)-3-trifluoromethyl-1-methylpyrazole-4-carboxamide